C(C)(C)(C)OC(=O)N1CCN(CC1)C(=O)N1C[C@@H](CC1)CC(=O)O (S)-2-(1-(4-(tert-Butoxycarbonyl)piperazine-1-carbonyl)pyrrolidin-3-yl)acetic acid